methoxy-3-trifluoromethyl-4H-benzopyran-4-one COC=1OC2=C(C(C1C(F)(F)F)=O)C=CC=C2